3-(2-fluoro-4-methoxy-5-(quinoxalin-5-ylmethoxy)phenyl)-2,4-dioxo-1H-thieno[3,4-d]pyrimidine-5-carboxylic acid FC1=C(C=C(C(=C1)OC)OCC1=C2N=CC=NC2=CC=C1)N1C(NC=2C(C1=O)=C(SC2)C(=O)O)=O